N-[(2,3-difluorophenyl)methyl]-1-methyl-5-oxopyrrolidine-3-carboxamid FC1=C(C=CC=C1F)CNC(=O)C1CN(C(C1)=O)C